OC1=C2C(CC(OC2=CC(=C1)O)C1=CC(=C(C=C1)OC)O)=O 5,7-dihydroxy-2-(3-hydroxy-4-methoxyphenyl)chroman-4-one